C(C)(C1=CC=C(C=C1)O)(C1=CC=C(C=C1)O)C1=CC=C(C=C1)O 4,4',4''-(ethane-1,1,1-triyl)trisphenol